NC1=C(C(=NN1C(C)C)C1=CC=C(C=C1)CC(NC1=CC(=NO1)C1C(C1)(C)C)=O)C(=O)N 5-Amino-1-isopropyl-3-[4-[2-oxo-2-[[3-[2,2-dimethylcyclopropyl]isoxazol-5-yl]amino]ethyl]phenyl]pyrazole-4-carboxamide